C(C1=CC=CC=C1)OCCCCCCC(C)O 8-benzyloxyoctan-2-ol